Cl.CC1=CC2=CN(N=C2C(=C1)C)C1CCNCC1 5,7-dimethyl-2-piperidin-4-yl-2H-indazole-hydrochloride